FC(C1CCC=2N(C1)C(=CN2)C(=O)OCC)F ethyl 6-(difluoromethyl)-5,6,7,8-tetrahydroimidazo[1,2-a]pyridine-3-carboxylate